FC=1C=C2C(=NNC2=CC1OCCOC)C1=CC(=NO1)C1=CC=C(C=C1)C(=O)N1CCN(CC1)[C@H]1COCC1 5-Fluoro-6-(2-methoxyethoxy)-3-[3-(4-{4-[(3R)-oxolan-3-yl]piperazine-1-carbonyl}phenyl)-1,2-oxazol-5-yl]-1H-indazole